9-(2-amino-6-(1,1-difluoroethyl)pyrimidin-4-yl)-1-(3,4-difluorophenyl)-1,9-diazaspiro[5.5]undecan-2-one NC1=NC(=CC(=N1)N1CCC2(CCCC(N2C2=CC(=C(C=C2)F)F)=O)CC1)C(C)(F)F